FC(C1=NNC=C1C(=O)N)F 3-(difluoromethyl)-1H-pyrazole-4-carboxamide